C(C)(C)[C@H]1CN(CCN1)C1=NC=C(C=N1)C(F)(F)F (S)-2-(3-isopropylpiperazin-1-yl)-5-(trifluoromethyl)pyrimidine